3,4-dimethoxyphenylacetonitrile COC=1C=C(C=CC1OC)CC#N